tert-butyl ((R)-1-(((3S,4S)-1-(imidazo[1,5-a]pyridine-8-carbonyl)-4-phenylpiperidin-3-yl)amino)-1-oxopropan-2-yl)carbamate C=1N=CN2C1C(=CC=C2)C(=O)N2C[C@H]([C@@H](CC2)C2=CC=CC=C2)NC([C@@H](C)NC(OC(C)(C)C)=O)=O